6-((2S,4R)-2-benzyl-4-(trifluoromethyl)azepan-1-yl)-4-morpholinopyridin-2(1H)-one C(C1=CC=CC=C1)[C@H]1N(CCC[C@H](C1)C(F)(F)F)C1=CC(=CC(N1)=O)N1CCOCC1